FC1=CC=C(C=C1)C1=NN2C(CN(CC2)C(C)=O)=C1C1=CC(=NC=C1)C 1-(2-(4-fluorophenyl)-3-(2-methylpyridin-4-yl)-6,7-dihydropyrazolo[1,5-a]pyrazin-5(4H)-yl)ethan-1-one